O1C(CCCC1)N1N=CC(=C1)C1=C(C=NC=C1)B(O)O 4-(1-(tetrahydro-2H-pyran-2-yl)-1H-pyrazol-4-yl)pyridin-3-ylboronic acid